C1(CC1)C[C@@H](C(=O)N1C[C@]2(C[C@H]1C#N)C(NC1=CC=CC=C12)=O)N1C(C2=C(CC1)C=CN2)=O (3R,5'S)-1'-((S)-3-cyclopropyl-2-(7-oxo-1,4,5,7-tetrahydro-6H-pyrrolo[2,3-c]pyridin-6-yl)propionyl)-2-oxospiro[indole-3,3'-pyrrolidine]-5'-carbonitrile